1-methyl-5,6,7,8-tetrahydrofurano[3,4-g]isoquinolin-3(1H)-one CC1OC(C=2C1=CC=1CCNCC1C2)=O